N-(7-(hydroxyamino)-7-oxoheptyl)-2-(2-(hydroxymethyl)morpholino)pyrimidine ONC(CCCCCCN1C(N=CC=C1)N1CC(OCC1)CO)=O